CC(=O)CC(=O)NC1=CC=CC=C1OC N-acetoacetyl-2-methoxyaniline